2-((6-bromo-5-methyl-2-(methylamino)pyrido[2,3-d]pyrimidin-7-yl)amino)ethan-1-ol BrC1=C(C2=C(N=C(N=C2)NC)N=C1NCCO)C